CN1N=C2N=CC(=CC2=C1)C1=CC=C2C(=N1)SC(=C2)C(=O)OCC ethyl 6-(2-methyl-2H-pyrazolo[3,4-b]pyridin-5-yl)thieno[2,3-b]pyridine-2-carboxylate